Cl.ClC=1C=C(C=CC1)N1CCNCC1 (3-chlorophenyl)piperazine hydrochloride